(S)-3-(2-(4-(2-methyl-1H-benzo[d]imidazol-7-yl)piperazin-1-yl)ethyl)-8-(methylsulfonyl)-2-oxa-8-azaspiro[4.5]decan-1-one CC1=NC2=C(N1)C(=CC=C2)N2CCN(CC2)CC[C@H]2OC(C1(C2)CCN(CC1)S(=O)(=O)C)=O